C(#N)C=1C(=NC(=CC1C(F)(F)F)C)N1[C@@H](C[C@@H](C1)O)C(=O)N(C)C1=CC(=C(C=C1)F)CF (2s,4s)-1-(3-cyano-6-methyl-4-(trifluoromethyl)pyridin-2-yl)-N-(4-fluoro-3-(fluoromethyl)-phenyl)-4-hydroxy-N-methyl-pyrrolidine-2-carboxamide